ClCSCOCC (chloromethyl)(ethoxymethyl)sulfane